diazaxanthene N1=NC=CC=2OC3=CC=CC=C3CC12